C(C)OC1=CC2=C(N=C(N=C2)C)N=C1 6-ethoxy-2-methylpyrido[2,3-d]pyrimidin